O=C1NC(CCC1N1C(C2=CC=C(C=C2C1)CNC(C(C1=C(C=CC=C1)OCCOC)(F)F)=O)=O)=O N-((2-(2,6-dioxopiperidin-3-yl)-1-oxoisoindolin-5-yl)methyl)-2,2-difluoro-2-(2-(2-methoxyethoxy)phenyl)acetamide